ethyl 2-[(3R)-3-{[(2R,3R,5R,6S)-3,5-bis[(tert-butyldimethylsilyl)oxy]-6-methyloxan-2-yl]oxy}butyl]cyclopropane-1-carboxylate [Si](C)(C)(C(C)(C)C)O[C@H]1[C@@H](O[C@H]([C@@H](C1)O[Si](C)(C)C(C)(C)C)C)O[C@@H](CCC1C(C1)C(=O)OCC)C